3-(4-(sec-butoxy)phenyl)butanal C(C)(CC)OC1=CC=C(C=C1)C(CC=O)C